C[Si](OCCOC)(OCCOC)C dimethyl-bis-(2-methoxyethoxy)silane